2-chloro-3-fluoro-4-[2-[5-methyl-1-(6-methyl-3-pyridinyl)imidazol-4-yl]ethynyl]pyridine ClC1=NC=CC(=C1F)C#CC=1N=CN(C1C)C=1C=NC(=CC1)C